CS(=O)(=O)O.ClC1=CC=C(C=C1)NC(NC1=C(C2=C(S1)C[C@@H]1CC[C@H]2N1C)C(=O)N)=O (4R,7S)-2-(3-(4-chlorophenyl)ureido)-9-methyl-5,6,7,8-tetrahydro-4H-4,7-epiminocyclohepta[b]thiophene-3-carboxamide methanesulfonate salt